C1(=CC=C(C=C1)N(C1=CC=C(C=C1)C1=CC=CC=C1)C1=CC=2C3(C4=CC=CC=C4C2C=C1)C1=CC=CC=C1C=1C=CC(=CC13)N(C1=CC=C(C=C1)C1=CC=CC=C1)C1=CC=C(C=C1)C1=CC=CC=C1)C1=CC=CC=C1 2,2'-Bis(N,N-bis(biphenyl-4-yl)amino)-9,9'-spirobifluorene